3-(2-fluoroethyl)-7-(hydroxymethyl)quinoxalin-2(1H)-one FCCC=1C(NC2=CC(=CC=C2N1)CO)=O